C(C1=CC=CC=C1)OC1=NC(=CC=C1C1=CC=C2CC[C@@H](CC2=C1)N1CCN(CC1)C(=O)OC(C)(C)C)OCC1=CC=CC=C1 tert-butyl (S)-4-(7-(2,6-bis(benzyloxy)pyridin-3-yl)-1,2,3,4-tetrahydronaphthalen-2-yl)piperazine-1-carboxylate